5-chloro-1'-[2-({2-oxo-1-[(cis)-3-hydroxy-3-methylcyclobutyl]-1H,2H,3H-pyrrolo[2,3-b]pyridin-5-yl}oxy)ethyl]-1,2-dihydrospiro[indole-3,4'-piperidin]-2-one ClC=1C=C2C(=CC1)NC(C21CCN(CC1)CCOC=1C=C2C(=NC1)N(C(C2)=O)C2CC(C2)(C)O)=O